C(C(=C)C)(=O)OCCC[SiH2]C(OCC)OCC γ-methacryloyloxy-propyldiethoxymethyl-silane